[C@@H]12N(C[C@@H](NC1)C2)C2=NC(=NC1=C(C(=CC=C21)C2=CC(=CC1=CC=CC=C21)O)F)OC[C@]21CCCN1C[C@@H](C2)F 4-(4-((1S,4S)-2,5-diazabicyclo[2.2.1]heptan-2-yl)-8-fluoro-2-(((2R,7aS)-2-fluorotetrahydro-1H-pyrrolizin-7a(5H)-yl)methoxy)quinazolin-7-yl)naphthalen-2-ol